2-(2,6-Dioxo-3-piperidyl)-5-(4-piperidylamino)isoindoline-1,3-dione O=C1NC(CCC1N1C(C2=CC=C(C=C2C1=O)NC1CCNCC1)=O)=O